O=C1N(C(C=C1)=O)CCCCCC(=O)N[C@H](C(=O)N[C@H](C(=O)NC1=CC=C(C=C1)CO)CC(=O)N)C (S)-2-((S)-2-(6-(2,5-dioxo-2,5-dihydro-1H-pyrrol-1-yl)hexanamido)propanamido)-N1-(4-(hydroxymethyl)phenyl)succinamide